tert-butyl 9-amino-3-azaspiro[5.5]undecan-3-carboxylate NC1CCC2(CCN(CC2)C(=O)OC(C)(C)C)CC1